ClC1=C(C=C2C=C(N=CC2=C1)NC(=O)[C@H]1CC12CCOCC2)N2CCC(CC2)(C)C#N (S)-N-[7-chloro-6-(4-cyano-4-methyl-1-piperidinyl)-3-isoquinolinyl]-6-oxaspiro[2.5]octane-2-carboxamide